6-(4-amino-7-bromo-2-{4-[(2-fluoroacrylamino)]phenyl}-1-methylpyrrolo[3,2-c]pyridin-3-yl)-2-methoxy-N-(2,2,2-trifluoroethyl)pyridine-3-carboxamide NC1=NC=C(C2=C1C(=C(N2C)C2=CC=C(C=C2)NC(=O)C(=C)F)C2=CC=C(C(=N2)OC)C(=O)NCC(F)(F)F)Br